NC1(CCN(CC1)C1=NC(=C2C(=N1)NN=C2C2=C(C1=C(N(N=C1C=C2)C)Cl)Cl)C(=O)N)C2=CC=CC=C2 6-(4-amino-4-phenylpiperidin-1-yl)-3-(3,4-dichloro-2-methyl-2H-indazole-5-yl)-1H-pyrazolo[3,4-d]pyrimidine-4-carboxamide